9-(2,3-dichlorophenyl)-3,4-dihydropyrido[2,1-c][1,2,4]thiadiazine 2,2-dioxide ClC1=C(C=CC=C1Cl)C1=CC=CN2C1=NS(CC2)(=O)=O